1-(8-(1,3-dimethyl-1H-pyrazol-5-yl)-5-(((5-fluoro-2,3-dihydrobenzofuran-4-yl)methyl)amino)imidazo[1,2-c]pyrimidin-2-yl)ethan-1-ol CN1N=C(C=C1C=1C=2N(C(=NC1)NCC1=C(C=CC3=C1CCO3)F)C=C(N2)C(C)O)C